CN1C2=C(C=C(C1=O)N)C(=C(C=C2)Cl)C3=CC=CC=C3Cl aminoquinolone